4-methyl-3-((1-(4-(4-methylpiperazin-1-yl)phenyl)-1H-benzo[d]imidazol-5-yl)ethynyl)-N-(4-(trifluoromethyl)pyridin-2-yl)benzamide CC1=C(C=C(C(=O)NC2=NC=CC(=C2)C(F)(F)F)C=C1)C#CC1=CC2=C(N(C=N2)C2=CC=C(C=C2)N2CCN(CC2)C)C=C1